Cl.OC1=C(N(C=CC1=O)C1=CC=C(C=C1)N1CCOCC1)C 3-hydroxy-2-methyl-1-(4-morpholinophenyl)pyridin-4(1H)-one hydrochloride